(R)-2-(2-BROMO-8-ISOPROPYL-5-OXOTHIENO[3',2':4,5]PYRROLO[1,2-D][1,2,4]TRIAZIN-6(5H)-YL)-N-(1-METHYLPIPERIDIN-3-YL)ACETAMIDE BrC1=CC=2C=C3N(C(=NN(C3=O)CC(=O)N[C@H]3CN(CCC3)C)C(C)C)C2S1